benzyl (R)-8-chloro-6-hydroxyoctanoate ClCC[C@@H](CCCCC(=O)OCC1=CC=CC=C1)O